N1-ethyl-N1-(2-fluoro-4-nitrophenyl)-N2,N2-dimethylethane-1,2-diamine C(C)N(CCN(C)C)C1=C(C=C(C=C1)[N+](=O)[O-])F